(S)-1-(4-chloro-phenyl)-7-isopropoxy-6-methoxy-2-(6-{methyl-[4-(3-methyl-4-oxo-imidazolidin-1-yl)-trans-cyclohexylmethyl]-amino}-pyridin-3-yl)-1,4-dihydro-2H-isoquinolin-3-one ClC1=CC=C(C=C1)[C@@H]1N(C(CC2=CC(=C(C=C12)OC(C)C)OC)=O)C=1C=NC(=CC1)N(C[C@@H]1CC[C@H](CC1)N1CN(C(C1)=O)C)C